O1C(COC2=NC=CC=C21)COC2=NC(N1C(C3=CC=C(C=C3CC1)NCC=1OC=CN1)=C2)=O 2-(2,3-Dihydro-[1,4]dioxino[2,3-b]pyridin-2-ylmethoxy)-9-[(oxazol-2-ylmethyl)-amino]-6,7-dihydro-pyrimido[6,1-a]isoquinolin-4-one